C1(CCCCC1)(N)N 4-trans-cyclohexanediamine